BrC=1C(=CC2=C(N(C([C@H](CS2(=O)=O)NC(OC(C)(C)C)=O)=O)CC2=CC=C(C=C2)Cl)C1)F tert-butyl N-[(3R)-7-bromo-5-[(4-chlorophenyl)methyl]-8-fluoro-1,1,4-trioxo-2,3-dihydro-1λ6,5-benzothiazepin-3-yl]carbamate